4-{5-[(2,4-dichlorobenzylidene)amino]-1,3,4-thiadiazol-2-yl}catechol ClC1=C(C=NC2=NN=C(S2)C=2C=C(C(O)=CC2)O)C=CC(=C1)Cl